{(3S,5S)-3-(2,5-dioxo-2,5-dihydro-1H-pyrrol-1-yl)-2-oxo-5-[(2-sulfoethoxy)methyl]pyrrolidin-1-yl}acetic acid O=C1N(C(C=C1)=O)[C@@H]1C(N([C@@H](C1)COCCS(=O)(=O)O)CC(=O)O)=O